FC1=CC=C2C(=CNC2=C1F)CCN(CC(C)C)C N-(2-(6,7-difluoro-1H-indol-3-yl)ethyl)-N,2-dimethylpropan-1-amine